ClC1=CC=C(C(=N1)C1=NOC(N1)=O)O[C@H](C)C=1C=C(C=C2C(C(=C(OC12)C1=CC2=C(N(CCO2)C)C=C1)C)=O)C 3-[6-Chloro-3-[(1R)-1-[3,6-dimethyl-2-(4-methyl-2,3-dihydro-1,4-benzoxazin-7-yl)-4-oxo-chromen-8-yl]ethoxy]-2-pyridyl]-4H-1,2,4-oxadiazol-5-one